(5-bromopyridin-2-yl)methyl 4-methylbenzenesulfonate CC1=CC=C(C=C1)S(=O)(=O)OCC1=NC=C(C=C1)Br